COCCOCOC1=C(C=C(C=C1)N1C(C2=CC=C(C=C2CC1)C1=CC=C(C=C1)OC(F)(F)F)=O)NS(=O)(=O)C=1SC=CC1 N-(2-((2-methoxyethoxy)methoxy)-5-(1-oxo-6-(4-(trifluoromethoxy)phenyl)-3,4-dihydroisoquinolin-2(1H)-yl)phenyl)thiophene-2-sulfonamide